Tert-butyl 4-(2-(3-(2,4-dioxotetrahydropyrimidin-1(2H)-yl)phenoxy)acetyl)-piperazine-1-carboxylate O=C1N(CCC(N1)=O)C=1C=C(OCC(=O)N2CCN(CC2)C(=O)OC(C)(C)C)C=CC1